tert-butyl 3-(1-methyl-4-oxo-1,4-dihydropyridin-3-yl)azetidine-1-carboxylate CN1C=C(C(C=C1)=O)C1CN(C1)C(=O)OC(C)(C)C